(2'S,4R)-2-(2,2-difluoroethyl)-2'-methyl-1'-[[1-(2-methylsulfonylethyl)pyrazol-4-yl]methyl]spiro[6,7-dihydrothieno[3,2-c]pyran-4,4'-piperidine] FC(CC1=CC2=C(CCO[C@]23C[C@@H](N(CC3)CC=3C=NN(C3)CCS(=O)(=O)C)C)S1)F